C1(=CC=CC=C1)[C@H]1OC2=C(CN(C1)C(=O)C1CCOCC1)C=CC(=C2)C(=O)OC Methyl (R)-2-phenyl-4-(tetrahydro-2H-pyran-4-carbonyl)-2,3,4,5-tetrahydrobenzo[f][1,4]oxazepine-8-carboxylate